9-bromo-N-(2-chlorophenyl)-1-methyl-6,7-dihydro-5H-benzo[c][1,2,3]triazolo[1,5-a]azepin-7-amine BrC1=CC2=C(C=3N(CCC2NC2=C(C=CC=C2)Cl)N=NC3C)C=C1